1-methyl-1-(2-(1-methyl-1H-imidazo[1,2-b]pyrazole-7-carbonyl)-2-azaspiro[3.3]heptan-6-yl)-3-(2-methyl-6-(trifluoromethyl)pyrimidin-4-yl)urea CN(C(=O)NC1=NC(=NC(=C1)C(F)(F)F)C)C1CC2(CN(C2)C(=O)C2=C3N(N=C2)C=CN3C)C1